9'-phenyl-2,3'-bi-9H-carbazole C1(=CC=CC=C1)N1C2=CC=CC=C2C=2C=C(C=CC12)C1=CC=2NC3=CC=CC=C3C2C=C1